3-(2'-methoxy-4'-chloro-5'-methylphenyl)phthalide COC1=C(C=C(C(=C1)Cl)C)C1OC(=O)C2=CC=CC=C12